CN(CCC1CCN(CC1)C1=CC(=NC=C1C=1C=NN(C1)CC(F)(F)F)NC1=NC(=NC=C1)C1=C(C=CC=C1OC)F)C N-(4-(4-(2-(dimethylamino)ethyl)piperidin-1-yl)-5-(1-(2,2,2-trifluoroethyl)-1H-pyrazol-4-yl)pyridin-2-yl)-2-(2-fluoro-6-methoxyphenyl)pyrimidin-4-amine